OCC(=O)NCC=1SC(=CC1)C(CSC1=NC(=NC2=CC=C(C=C12)OC)C)=O 2-Hydroxy-N-((5-(2-((6-methoxy-2-methylquinazolin-4-yl)thio)acetyl)thiophen-2-yl)methyl)acetamide